o-cyanobenzoic acid amide C(#N)C1=C(C(=O)N)C=CC=C1